CC([C@@H](C(=O)OC)NCC1=CC=C(C=C1)B1OC(C(O1)(C)C)(C)C)C (S)-Methyl 3-methyl-2-((4-(4,4,5,5-tetramethyl-1,3,2-dioxaborolan-2-yl)benzyl) amino)butanoate